5-cyclopropyl-3-[4-[(1S)-1-(2,5,6-trimethylpyrimidin-4-yl)oxyethyl]phenyl]-1,2,4-oxadiazole C1(CC1)C1=NC(=NO1)C1=CC=C(C=C1)[C@H](C)OC1=NC(=NC(=C1C)C)C